1-{[(4-{(3R)-3-methyl-4-[(methylcyclobutyl)carbonyl]piperazinyl}-1-[5-(difluoro-methyl)(1,3,4-thiadiazol-2-yl)]-1H-indazol-6-yl)sulfonyl]amino}cyclopropanecarbonitrile C[C@@H]1CN(CCN1C(=O)C1(CCC1)C)C1=C2C=NN(C2=CC(=C1)S(=O)(=O)NC1(CC1)C#N)C=1SC(=NN1)C(F)F